C(C)C1=NC2=CC(=C(C=C2C(N1C1=CC=CC=C1)=O)I)F 2-Ethyl-7-fluoro-6-iodo-3-phenylquinazolin-4(3H)-one